C(C)(C)(C)OC(=O)N[C@@H](CC(C)(C)C)C(=O)N[C@@H](C[C@H]1C(NCC1)=O)C(=O)N N-(tert-butyloxycarbonyl)-4-methyl-L-leucyl-3-[(3S)-2-oxopyrrolidin-3-yl]-L-alaninamide